CN1N=CC=C1C(=O)N[C@@H]1CCC2=CC(=CC=C12)B1OC(C(O1)(C)C)(C)C 1-methyl-N-[(1R)-5-(tetramethyl-1,3,2-dioxaborolan-2-yl)-2,3-dihydro-1H-inden-1-yl]-1H-pyrazole-5-carboxamide